3-(1-(3-([1,1'-biphenyl]-2-ylethynyl)-1H-indazole-5-carbonyl)pyrrolidin-3-yl)-3,4-dihydroquinazolin-2(1H)-one C1(=C(C=CC=C1)C#CC1=NNC2=CC=C(C=C12)C(=O)N1CC(CC1)N1C(NC2=CC=CC=C2C1)=O)C1=CC=CC=C1